(5-(4-(benzo[d]thiazol-5-ylamino)quinolin-7-yl)pyridin-2-yl)(pyrrolidin-1-yl)methanone S1C=NC2=C1C=CC(=C2)NC2=CC=NC1=CC(=CC=C21)C=2C=CC(=NC2)C(=O)N2CCCC2